CC1=C(C(=NC=C1)O[C@H]1CN([C@@H](CC1)C)C(=O)C1=C(C(=CC=C1)C)N1N=CC=N1)C#N 4-methyl-2-{[(3R,6R)-6-methyl-1-{[3-methyl-2-(2H-1,2,3-triazol-2-yl)phenyl]carbonyl}piperidin-3-yl]oxy}pyridine-3-carbonitrile